2,2-dimethyl-7-(2-((3,3,3-trifluoropropyl)amino)-7H-pyrrolo[2,3-d]pyrimidin-5-yl)chroman-4-one CC1(OC2=CC(=CC=C2C(C1)=O)C1=CNC=2N=C(N=CC21)NCCC(F)(F)F)C